2-{[(5-chloro-2-thienyl)carbonyl]amino}-5,6-dihydro-4H-cyclopenta[b]thiophene-3-carboxamide ClC1=CC=C(S1)C(=O)NC1=C(C2=C(S1)CCC2)C(=O)N